bicyclo[2.2.2]octane-4-carboxylic acid hydrazide C12CCC(CC1)(CC2)C(=O)NN